3-amino-2-(β-hydroxyethyl-amino)-6-methoxypyridine NC=1C(=NC(=CC1)OC)NCCO